CN[C@H](C(=O)NC1CCCCC2N(C1=O)C(CC2)C(=O)NCC2=CC(=CC=C2)C(=O)N2C1C(OC(C2)CC1)=O)C 6-((S)-2-(methylamino)propanamido)-5-oxo-N-(3-(3-oxo-2-oxa-5-azabicyclo[2.2.2]octane-5-carbonyl)benzyl)decahydropyrrolo[1,2-a]azocine-3-carboxamide